C(C=C)(=O)C(N(C)C)CS(=O)(=O)[O-] acryloyldimethyltaurinAt